ethyl 7-chloro-2-(pyridin-3-yl)pyrazolo[1,5-a]pyrimidine-6-carboxylate ClC1=C(C=NC=2N1N=C(C2)C=2C=NC=CC2)C(=O)OCC